C1(CC1)C1=CC(=NN1)NC([C@@H](C)C=1C=NN(C1)C=1N=C(SC1)C(F)F)=O (S)-N-(5-cyclopropyl-1H-pyrazol-3-yl)-2-(1-(2-(difluoromethyl)thiazol-4-yl)-1H-pyrazol-4-yl)propanamide